FC=1C=CC(=NC1)C=O 5-fluoropyridine-2-carbaldehyde